tert.butylperoxybenzoate C(C)(C)(C)OOC(C1=CC=CC=C1)=O